4-[4-[[3-[4-(difluoromethoxy)phenyl]imidazo[1,2-a]pyrazin-8-yl]amino]-2-methyl-benzoyl]-N-[rac-(3R,4R)-4-hydroxypyrrolidin-3-yl]piperazine-1-carboxamide hydrochloride Cl.FC(OC1=CC=C(C=C1)C1=CN=C2N1C=CN=C2NC2=CC(=C(C(=O)N1CCN(CC1)C(=O)N[C@@H]1CNC[C@H]1O)C=C2)C)F |r|